2-(2-(5-Cyclopropyl-3-(3,5-dichloropyridin-4-yl)isoxazol-4-yl)-7-azaspiro[3.5]non-1-en-7-yl)-5-methoxybenzo[d]thiazol C1(CC1)C1=C(C(=NO1)C1=C(C=NC=C1Cl)Cl)C1=CC2(C1)CCN(CC2)C=2SC1=C(N2)C=C(C=C1)OC